Cl.Cl.CC=1C=CC2=C(N(C=N2)CCC[C@H]2NCCC[C@@H]2O)C1 (2R,3S)-2-(3-(6-methyl-1H-benzo[d]imidazol-1-yl)propyl)piperidin-3-ol dihydrochloride